tert-butyl 2-allyl-4-((7-bromo-2,6-dichloro-8-fluoro-3-nitroquinolin-4-yl)amino)piperidine-1-carboxylate C(C=C)C1N(CCC(C1)NC1=C(C(=NC2=C(C(=C(C=C12)Cl)Br)F)Cl)[N+](=O)[O-])C(=O)OC(C)(C)C